C(C#CC)OC=1C=C(C=C(C1)S(=O)(=O)C)C=1C=C(C(N(C1)C)=O)C 5-(3-but-2-ynoxy-5-methylsulfonylphenyl)-1,3-dimethylpyridin-2-one